BrC1=NN(C2=NC(=NC(=C21)OC2=CC=CC=C2)Cl)COCC[Si](C)(C)C 3-bromo-6-chloro-4-phenoxy-1-((2-(trimethylsilyl)ethoxy)methyl)-1H-pyrazolo[3,4-d]pyrimidine